2-((5-(((benzyloxy)carbonyl)amino)hexyl)amino)-4-chlorobenzoic acid C(C1=CC=CC=C1)OC(=O)NC(CCCCNC1=C(C(=O)O)C=CC(=C1)Cl)C